2-(dimethylamino)ethan-1-one CN(CC=O)C